6-(4-((4-((3-(3-(4-methoxybenzyl)-2,4-dioxotetrahydropyrimidin-1(2H)-yl)benzofuran-5-yl)methyl)-2-methylpiperazin-1-yl)methyl)piperidin-1-yl)nicotinonitrile COC1=CC=C(CN2C(N(CCC2=O)C2=COC3=C2C=C(C=C3)CN3CC(N(CC3)CC3CCN(CC3)C3=NC=C(C#N)C=C3)C)=O)C=C1